(1R*,2R*)-3-(3-dimethylamino-1-ethyl-2-methylpropyl)phenol CN(C[C@@H]([C@@H](CC)C=1C=C(C=CC1)O)C)C |o1:3,4|